[N+](=O)([O-])[O-].C(CCCCCCC)[N+](CCCCCCCC)(CCCCCCCC)CCCCCCCC tetraoctyl-ammonium nitrate